1-bromo-2,5-dichlorobenzene BrC1=C(C=CC(=C1)Cl)Cl